Methyl (2S,4S)-1-((S)-N-(tert-butoxycarbonyl)-4-methylphenylsulfonimidoyl)-4-methylpyrrolidine-2-carboxylate C(C)(C)(C)OC(=O)N=[S@@](=O)(C1=CC=C(C=C1)C)N1[C@@H](C[C@@H](C1)C)C(=O)OC